P(O)(=O)(OP(=O)(O)OP(=O)(O)O)OC[C@@H]1[C@H]([C@H]([C@@H](O1)N1C(=O)NC(=O)C(=C1)C)O)O 5-methyl-uridine 5'-triphosphate